6-methyl-[4,4'-bipyridine] CC1=CC(=CC=N1)C1=CC=NC=C1